C(OCCCCCCCCCCCC)(OCN1N=C2C(=CC(=CC2=C1)C[C@H](C(=O)N1CCN(CC1)C1CCN(CC1)C)NC(=O)N1CCC(CC1)C=1C(NC2=CC=CC=C2C1)=O)C)=O (R)-dodecyl ((7-methyl-5-(3-(4-(1-methylpiperidin-4-yl)piperazin-1-yl)-3-oxo-2-(4-(2-oxo-1,2-dihydroquinolin-3-yl)piperidine-1-carboxamido)propyl)-2H-indazol-2-yl)methyl) carbonate